C(C)(C)(C)C1=C(C(=CC(=C1)C(C)(C)C)CC1=CC=C(C=C1)OC)O 2,4-di-tert-butyl-6-(4-methoxybenzyl)phenol